NCCC1=C(C=C(N)C=C1)F 4-(2-aminoethyl)-3-fluoroaniline